C(#N)C1=C(C=C(C=C1)NC1CC2(C1)CN(CC2)C(=O)OC(C)(C)C)NC2CCN(CC2)C tert-butyl 2-((4-cyano-3-((1-methylpiperidin-4-yl) amino) phenyl) amino)-6-azaspiro[3.4]octane-6-carboxylate